C1(=CCCC1)C1=CC=C(C(=N1)NC=1C(=NC=CC1)C)C#N 6-(cyclopenten-1-yl)-2-[(2-methyl-3-pyridyl)amino]pyridine-3-carbonitrile